dimethyl-(benzo[d][1,3]dioxol-5-ylmethyl)sulfonium triflate [O-]S(=O)(=O)C(F)(F)F.C[S+](CC1=CC2=C(OCO2)C=C1)C